C1(=CC=CC=C1)C1C(CC1)C1=CC=C(C=C1)C(C)=O 1-(4-(2-Phenylcyclobutyl)phenyl)ethan-1-one